C(C)(C)(C)OC(=O)N1CCC(CC1)[Zn]I [1-(tert-butoxycarbonyl)piperidin-4-yl](iodo)zinc